O=C1NC(CCC1N1C(N(C2=C1C=CC=C2CN2CCC(CC2)NC(OC(C)(C)C)=O)C)=O)=O Tert-butyl N-[1-[[1-(2,6-dioxo-3-piperidyl)-3-methyl-2-oxo-benzimidazol-4-yl]methyl]-4-piperidyl]carbamate